tert-butyl (E)-(4-(2-amino-5-carbamoyl-7-methoxy-1H-benzo[d]imidazol-1-yl)but-2-en-1-yl)carbamate NC1=NC2=C(N1C/C=C/CNC(OC(C)(C)C)=O)C(=CC(=C2)C(N)=O)OC